ClC1=CC=C(C=C1)NC(CNCC1=CC=C(C=C1)F)=O N-(4-chlorophenyl)-2-((4-fluorobenzyl)amino)acetamide